N-(5,8-dimethoxy-[1,2,4]triazolo[1,5-c]pyrimidin-2-yl)-2-[2-[2-(2,6-dioxo-3-piperidyl)-1,3-dioxo-isoindolin-5-yl]oxyethoxy]-6-(trifluoromethyl)benzenesulfonamide COC1=NC=C(C=2N1N=C(N2)NS(=O)(=O)C2=C(C=CC=C2C(F)(F)F)OCCOC=2C=C1C(N(C(C1=CC2)=O)C2C(NC(CC2)=O)=O)=O)OC